3-(1,2,3,4-tetrahydroquinoline-1-sulfonyl)benzoic acid N1(CCCC2=CC=CC=C12)S(=O)(=O)C=1C=C(C(=O)O)C=CC1